OCC(C(C)CO)N1CCN(CC1)C N-[1,2-bis(hydroxymethyl)-n-propyl]-N'-methyl-piperazine